6'-(((1S,3S)-3-((5-(methylthio)pyrimidin-2-yl)amino)cyclopentyl)amino)-4-(2H-tetrazol-5-yl)-2H-[1,3'-bipyridin]-2-one CSC=1C=NC(=NC1)N[C@@H]1C[C@H](CC1)NC1=CC=C(C=N1)N1C(C=C(C=C1)C=1N=NNN1)=O